O=CNCCOCCOCCOCCC 1-oxo-5,8,11-trioxa-2-azatetradecane